CC(C(CCCCCCC)=O)(C)C trimethyl-nonanone